C(#C)[SiH](C(C)C)C(C)C ethynyldiisopropylsilane